O[C@H](CC(=O)N1CCC(CC1)C=1C=C2C(=C(NC2=CC1)C1=CC=2N(C=C1)N=C(N2)C)C(C)C)C (S)-3-hydroxy-1-(4-(3-isopropyl-2-(2-methyl-[1,2,4]triazolo[1,5-a]pyridin-7-yl)-1H-indol-5-yl)piperidin-1-yl)butan-1-one